(1R,2S)-1-(6-bromo-2-methoxyquinolin-3-yl)-4-(N,N-dimethylamino)-2-(3-iodophenyl)-1-phenylbutan-2-ol BrC=1C=C2C=C(C(=NC2=CC1)OC)[C@H]([C@](CCN(C)C)(O)C1=CC(=CC=C1)I)C1=CC=CC=C1